2,2',3,3',5,5'-hexamethyl-[1,1'-biphenyl] CC1=C(C=C(C=C1C)C)C1=C(C(=CC(=C1)C)C)C